BrC=1C=C2C(=C(C=NC2=CC1F)[N+](=O)[O-])C1(CC(C1)CC)C(=O)OCCCCCCCCCC decyl 1-(6-bromo-7-fluoro-3-nitroquinolin-4-yl)-3-ethylcyclobutane-1-carboxylate